CC(C(=O)O)(CCC(=O)N(C)C)C.C(C)(C)(C)OC(=O)N(C(=N)NS(=O)(=O)C(F)(F)F)C(=O)OC(C)(C)C di-tert-butoxycarbonyl-N'-(trifluoromethylsulfonyl)guanidine Methyl-5-(Dimethylamino)-2-Methyl-5-Oxopentanoate